5-(methylsulfanyl)-1H-indole CSC=1C=C2C=CNC2=CC1